[2H]C1C(NC(S1)=O)=O 5-DEUTERO-THIAZOLIDINE-2,4-DIONE